P(=O)(O)(O)O.CN1N=C(N=N1)C1=NC=C(C=C1)C1=C(C=C(C=C1)N1C(O[C@H](C1)CO)=O)F (R)-3-[4-[2-(2-Methyltetrazol-5-yl)pyridin-5-yl]-3-fluorophenyl]-5-methyloloxazolidine-2-one phosphate